C1(CC1)COC1=C(C(=CC(=C1)F)F)CNC(=O)C=1C(=NC(=C(C1)C=1C=CC=2N(N1)C=C(N2)NC(C)=O)C)OC N-{[2-(cyclopropylmethoxy)-4,6-difluorophenyl]methyl}-5-{2-acetamidoimidazo[1,2-b]pyridazin-6-yl}-2-methoxy-6-methylpyridine-3-carboxamide